4-ethyl-7-fluoro-8-(2,3,5-trifluorophenyl)quinoline-3-carboxylic acid C(C)C1=C(C=NC2=C(C(=CC=C12)F)C1=C(C(=CC(=C1)F)F)F)C(=O)O